ClC1=C(C=C(C=C1)F)[C@H]([C@@H](C)C=1N(C(C(=C(N1)C(=O)NC=1C=NOC1)O)=O)C)C=1C=NN(C1)CC 2-((1r,2r)-1-(2-chloro-5-fluorophenyl)-1-(1-ethyl-1H-pyrazol-4-yl)propan-2-yl)-5-hydroxy-N-(isoxazol-4-yl)-1-methyl-6-oxo-1,6-dihydropyrimidine-4-carboxamide